ClC1=C(C=C(C(=C1)OC)OC)C1=CC=CC=2N1C=C(N2)NC=2NC=1C(=NC(=CC1)F)N2 5-(2-chloro-4,5-dimethoxyphenyl)-N-{5-fluoro-1H-imidazo[4,5-b]pyridin-2-yl}imidazo[1,2-a]pyridin-2-amine